1-[4-(2-hydroxyethoxy)phenyl]-2-hydroxy-2-Methyl-1-propan-1-one CC(C)(C(=O)C1=CC=C(C=C1)OCCO)O